ClC1=C(C(=O)C2=NC=NC=C2Br)C=C(C=N1)F 4-(2-chloro-5-fluoronicotinoyl)-5-bromopyrimidine